6-{[4-methyl-1-(6-methylpyridin-3-yl)-1H-1,2,3-triazol-5-yl]methoxy}-2-(oxan-4-yl)-1,2,3,4-tetrahydro-2,7-naphthyridine CC=1N=NN(C1COC=1C=C2CCN(CC2=CN1)C1CCOCC1)C=1C=NC(=CC1)C